(3-cyano-4-(8-fluoro-4-hydroxy-2-(methylthio)-6-(trifluoromethyl)quinazolin-7-yl)benzo[b]thiophen-2-yl)carbamic acid tert-butyl ester C(C)(C)(C)OC(NC1=C(C2=C(S1)C=CC=C2C2=C(C=C1C(=NC(=NC1=C2F)SC)O)C(F)(F)F)C#N)=O